NC(C)(C)C1=CC(=NC(=C1)C1=CC=C(C=C1)F)OC1[C@@H]2CN(C[C@H]12)C(=O)C1=CC(=NN1C)C1=NC(=CC=C1)C ((1R,5S,6s)-6-((4-(2-aminopropan-2-yl)-6-(4-fluorophenyl)pyridin-2-yl)oxy)-3-azabicyclo[3.1.0]hexan-3-yl)(1-methyl-3-(6-methylpyridin-2-yl)-1H-pyrazol-5-yl)methanone